2-(8-(((1s,3s)-3-hydroxy-3-methylcyclobutyl)amino)imidazo[1,2-d][1,2,4]triazin-5-yl)-5-methylphenol OC1(CC(C1)NC=1C=2N(C(=NN1)C1=C(C=C(C=C1)C)O)C=CN2)C